CC1=C(C=CC=C1C)N1CCN(CC1)C(CN1N=C(C2=C1CCC2)C(=O)N2CCC(CC2)C2=NNC=C2)=O 1-[4-(2,3-dimethylphenyl)piperazin-1-yl]-2-{3-[4-(1H-pyrazol-3-yl)piperidine-1-carbonyl]-5,6-dihydrocyclopenta[c]pyrazol-1(4H)-yl}ethan-1-one